bis-(5-carboxymethoxy-2-nitrobenzyl) ether C(=O)(O)COC=1C=CC(=C(COCC2=C(C=CC(=C2)OCC(=O)O)[N+](=O)[O-])C1)[N+](=O)[O-]